N-[4-(pyridin-4-ylamino)phenyl]benzamide N1=CC=C(C=C1)NC1=CC=C(C=C1)NC(C1=CC=CC=C1)=O